FC1(CC(C1)C=1C=CC(=NC1)[C@H](C1=CC=CC=C1)NC(=O)[C@H]1N(C[C@@H](C1)F)C(=O)OC(C)(C)C)F tert-butyl (2S,4r)-2-(((S)-(5-(3,3-difluorocyclobutyl) pyridin-2-yl) (phenyl) methyl) carbamoyl)-4-fluoropyrrolidine-1-carboxylate